C(C)OC(=O)C1=C(N=C(S1)NC(=O)[C@H]1CNC[C@@H]1NC(C1=CC(=CC=C1)C1=NOC(=N1)C)=O)C Ethyl-4-methyl-2-[[(3S,4R)-4-[[3-(5-methyl-1,2,4-oxadiazol-3-yl)benzoyl]amino]pyrrolidine-3-carbonyl]amino]thiazole-5-carboxylate